BrCC[NH-] bromoethyl-amide